1-(3-Chloro-4-fluorophenylcarbamoyl)-2,4,5,6-tetrahydrocyclopenta[c]pyrrol-4-ylcarbamic acid methyl ester COC(NC1CCC2=C(NC=C21)C(NC2=CC(=C(C=C2)F)Cl)=O)=O